Ethyl 2-[4-({5-[6-cyclopropyl-5-(trifluoromethyl)pyridin-3-yl]-7-({[1-(methoxymethyl)cyclopentyl]methyl}(methyl)amino)-1H-imidazo[4,5-b]pyridin-2-yl}carbamoyl)-1H-imidazol-1-yl]acetate C1(CC1)C1=C(C=C(C=N1)C1=CC(=C2C(=N1)N=C(N2)NC(=O)C=2N=CN(C2)CC(=O)OCC)N(C)CC2(CCCC2)COC)C(F)(F)F